2-{[4-amino-6-(2-fluoropropan-2-yl)-1,3,5-triazin-2-yl]amino}-3,6-difluoro-4-methylphenol NC1=NC(=NC(=N1)C(C)(C)F)NC1=C(C(=CC(=C1F)C)F)O